COC([C@@H](NC(C)=O)CC1=CNC2=CC=CC=C12)=O Methyl-N-Acetyltryptophanat